FC1=C(C=CC=C1)C1=CC(=CN1S(=O)(=O)C1=CC(=CC=C1)N1CC2CNCC2C1)CNC 1-(5-(2-fluorophenyl)-1-((3-(hexahydropyrrolo[3,4-c]pyrrol-2(1H)-yl)phenyl)sulfonyl)-1H-pyrrol-3-yl)-N-methyl-methylamine